C(C1=CC=CC=C1)OC=1C=C(C=CC1)C1CCC(CC1)OC[C@@H]1N(CCC[C@@H]1NS(=O)(=O)C)C(=O)OC(C)(C)C tert-butyl (2R,3S)-2-((((1s,4S)-4-(3-(benzyloxy)phenyl)cyclohexyl)oxy)methyl)-3-(methylsulfonamido)piperidine-1-carboxylate